5-ethynyl-1-(2-(1-(4-fluorobenzyl)-5-methyl-1H-pyrazol-3-yl)-2-oxoethyl)pyridin-2(1H)-one C(#C)C=1C=CC(N(C1)CC(=O)C1=NN(C(=C1)C)CC1=CC=C(C=C1)F)=O